(S)-6-(2-(2-(2-(2-aminoethoxy)ethoxy)ethoxy)-4-methoxyphenyl)-N-(2-(2-cyano-4,4-difluoropyrrolidin-1-yl)-2-oxoethyl)quinoline-4-carboxamide trifluoroacetate salt FC(C(=O)O)(F)F.NCCOCCOCCOC1=C(C=CC(=C1)OC)C=1C=C2C(=CC=NC2=CC1)C(=O)NCC(=O)N1[C@@H](CC(C1)(F)F)C#N